4-((3-Bromo-1-methyl-1H-pyrazolo[3,4-d]pyrimidin-4-yl)aminomethyl)-benzenesulfonamide BrC1=NN(C2=NC=NC(=C21)NCC2=CC=C(C=C2)S(=O)(=O)N)C